tert-Butyl (E)-(4-(4,4,5,5-tetramethyl-1,3,2-dioxaborolan-2-yl)but-3-en-1-yl)carbamate CC1(OB(OC1(C)C)/C=C/CCNC(OC(C)(C)C)=O)C